CC1=C(C=CC=C1C=1OC2=C(N1)C=C(C(=C2)OCC2=NC=CC=C2)CN2C(CCCC2)CC(=O)O)C2=CC(=CC=C2)OCCCN2CCOCC2 1-((2-(2-methyl-3'-(3-morpholinopropoxy)-[1,1'-biphenyl]-3-yl)-6-(pyridin-2-ylmethoxy)benzo[d]oxazol-5-yl)methyl)piperidine-2-acetic acid